(R)-2,8-dimethyl-2-((4R,8R)-4,8,12-trimethyltridecyl)chroman-5,7-d2-6-ol C[C@@]1(OC=2C(=C(C(=C(C2CC1)[2H])O)[2H])C)CCC[C@@H](CCC[C@@H](CCCC(C)C)C)C